C1NCC=2C=NC=3C=CC=CC3C21 1,3-DIHYDRO-2H-PYRROLO[3,4-C]QUINOLINE